C(C)(C)(C)N1S(C2=C(C1)C=CC=C2NC(=O)C=2C=NC=CC2)(=O)=O N-(2-tert-Butyl-1,1-dioxo-2,3-dihydro-1λ6,2-benzothiazol-7-yl)pyridine-3-carboxamide